C(C)(C)[C@@H]1[C@H](C[C@H](CC1)C)NCCCCCCCSC1=C2CN(C(C2=CC=C1)=O)C1C(NC(CC1)=O)=O 3-(4-((7-(((1S,2R,5S)-2-isopropyl-5-methylcyclohexyl)amino)heptyl)thio)-1-oxoisoindolin-2-yl)piperidine-2,6-dione